BrC1=NC2=NC(=NC(=C2N1C1COCCC1)N1CC2CCC(C1)N2C(=O)OC(C)(C)C)SC tert-butyl 3-{8-bromo-2-(methylsulfanyl)-7-[oxan-3-yl]-7H-purin-6-yl}-3,8-diazabicyclo[3.2.1]octane-8-carboxylate